PYRAZOLIDINONE C1CNNC1=O